3-((3-fluoro-4-(5-(trifluoromethyl)-1,2,4-oxadiazol-3-yl)benzyl)amino)-4-((isoxazol-4-ylmethyl)amino)cyclobut-3-ene-1,2-dione FC=1C=C(CNC=2C(C(C2NCC=2C=NOC2)=O)=O)C=CC1C1=NOC(=N1)C(F)(F)F